CC1CN(C1)C(=O)C=1N=C2N(C3=C(C(=N[C@H]2C)C2=NC=CC=C2F)C(=C(C=C3)C(F)(F)F)Cl)C1 (3-Methylazetidin-1-yl)-[(4S)-7-chloro-6-(3-fluoro-2-pyridinyl)-4-methyl-8-(trifluoromethyl)-4H-imidazo[1,2-a][1,4]benzodiazepine-2-Yl]methanone